C(C\C=C/CC)OC(CCC)=O butyric acid (3Z)-3-hexen-1-yl ester